BrC=1C=CC=2NC3=CC=C(C=C3C2C1)Cl 3-Bromo-6-chlorocarbazole